(3-(((tert-butyldiphenylsilyl)oxy)methyl)-5-fluorobenzyl)oxonicotinic acid methyl ester COC(C1C(N=C(C=C1)CC1=CC(=CC(=C1)F)CO[Si](C1=CC=CC=C1)(C1=CC=CC=C1)C(C)(C)C)=O)=O